COC1=C(C#N)C=C(C=C1OC)[N+](=O)[O-] 2,3-dimethoxy-5-nitro-benzonitrile